O=C1NC(CCC1N1C(C2=CC=CC(=C2C1)C#CCCNC(=O)C1=CC=C(C=N1)C=1N=CC2=C(C=CC=C2C1)C=1C=C2C(=C(N1)C(C)C)NC=C2C(=O)NC)=O)=O 5-(3-(6-((4-(2-(2,6-Dioxopiperidin-3-yl)-1-oxoisoindolin-4-yl)but-3-yn-1-yl)carbamoyl)pyridin-3-yl)isoquinolin-8-yl)-7-isopropyl-N-methyl-1H-pyrrolo[2,3-c]pyridine-3-carboxamide